FC=1C=C(C=CC1F)[C@@H]1[C@H](CN[C@@H](C1)CCCN1CCOCC1)C1=C(SC2=C1C=1N(CCO2)N=CC1)C(=O)N ((3S,4S,6R)-4-(3,4-difluorophenyl)-6-(3-morpholinopropyl)piperidin-3-yl)-5,6-dihydropyrazolo[1,5-d]thieno[3,2-f][1,4]oxazepin-2-carboxamide